CC1=NN(C(=C1)C)C=1C=CC(N(N1)CC1CN(C1)C1=NSN=C1)=O 6-(3,5-dimethylpyrazol-1-yl)-2-[[1-(1,2,5-thiadiazol-3-yl)azetidin-3-yl]methyl]pyridazin-3-one